OS(=O)(=O)C(F)(F)F.FC(N1CN(C=C1)C1=CC=CC=C1)F 3-difluoromethyl-1-phenyl-1H-imidazole triflate